methyl 5-hydrazinopyrazine-2-carboxylate N(N)C=1N=CC(=NC1)C(=O)OC